ethyl 6-(2-oxa-7-azaspiro[3.5]nonan-7-yl)-1-benzothiophene-2-carboxylate C1OCC12CCN(CC2)C2=CC1=C(C=C(S1)C(=O)OCC)C=C2